CNC1=NC2=CC=C(C=C2C(=N1)N1CCC2(CCN(CC2)CC2CCC(CC2)NS(=O)(=O)CC)CC1)CC(F)(F)F N-((1R,4R)-4-((9-(2-(methylamino)-6-(2,2,2-trifluoroethyl)quinazolin-4-yl)-3,9-diazaspiro[5.5]undecan-3-yl)methyl)cyclohexyl)ethanesulfonamide